[1,4]oxazino[3,2-g]quinazolin-4-one N=1C=NC(C2=CC=3C(=CC12)OC=CN3)=O